4-((5-Chloro-4-(6-methyl-1H-indol-3-yl)pyrimidin-2-yl)amino)-2-cyclopropyl-6-(((3r,5s)-3,5-dimethylpiperazin-1-yl)methyl)phenol ClC=1C(=NC(=NC1)NC1=CC(=C(C(=C1)CN1C[C@H](N[C@H](C1)C)C)O)C1CC1)C1=CNC2=CC(=CC=C12)C